BrC1=NN(C2=NC=C(C=C21)C(F)(F)F)C(=O)OC(C)(C)C tert-Butyl 3-bromo-5-(trifluoromethyl)-1H-pyrazolo[3,4-b]pyridine-1-carboxylate